ClC=1C=C(CN2C[C@@](CC2)(O)C)C=C(C1N1C=NC(=C1)C1=NC(=NC=C1C(F)(F)F)N[C@H]1[C@@H](CN(CC1)S(=O)(=O)C)F)F (R)-1-(3-Chloro-5-fluoro-4-(4-(2-(((3R,4R)-3-fluoro-1-(methylsulfonyl)piperidin-4-yl)amino)-5-(trifluoromethyl)pyrimidin-4-yl)-1H-imidazol-1-yl)benzyl)-3-methylpyrrolidin-3-ol